COC1=CC=C(C=C1)CN(C=1C(=C(C=CC1)S(=O)(=O)NC=1SC(=C(N1)C1=C(C=CC=C1C)C)C1=CC(=CC(=C1)F)OCCC(C)(C)C)F)CC1=CC=C(C=C1)OC 3-[bis[(4-methoxyphenyl)methyl]amino]-N-[5-[3-(3,3-dimethylbutoxy)-5-fluoro-phenyl]-4-(2,6-dimethylphenyl)thiazol-2-yl]-2-fluoro-benzenesulfonamide